Ethanaminium Chloride [Cl-].C(C)[NH3+]